(S)-2-fluoro-7,8,9,10-tetrahydro-5H-pyrazino[1,2-a]pyrido[3,4-e]pyrazin-6(6aH)-one hydrochloride Cl.FC1=CC2=C(NC([C@H]3N2CCNC3)=O)C=N1